C(C)OC(C(CCC1CCC(CC1)OC1=C(C(=CC=C1)Br)C)C)=O ethyl-4-((1r,4s)-4-(3-bromo-2-methylphenoxy)cyclohexyl)-2-methylbutanoate